FC=1C=C(C=CC1C1=NOC(=N1)C(F)(F)F)CN1N=CC=C1 1-[[3-Fluoro-4-[5-(trifluoromethyl)-1,2,4-oxadiazol-3-yl]phenyl]methyl]pyrazol